(dodecyl-phenyl)-sulfonium tetrakis-(3,5-bis-trifluoromethylphenyl)-borat FC(C=1C=C(C=C(C1)C(F)(F)F)[B-](C1=CC(=CC(=C1)C(F)(F)F)C(F)(F)F)(C1=CC(=CC(=C1)C(F)(F)F)C(F)(F)F)C1=CC(=CC(=C1)C(F)(F)F)C(F)(F)F)(F)F.C(CCCCCCCCCCC)C1=C(C=CC=C1)[SH2+]